BrC1=NC(=C(NC1=O)C(=O)OC)C methyl 5-bromo-3-methyl-6-oxo-1,6-dihydropyrazine-2-carboxylate